C(C)(C)(C)OC(=O)N1CCC(CC1)N1C[C@H](CC1=O)OC(=O)N1CCN(CC1)C1=NC=2N(C=C1)N=CC2C=2C(=NC=CC2)OC2CC2 [(3S)-1-(1-tert-Butoxycarbonyl-4-piperidyl)-5-oxo-pyrrolidin-3-yl]4-[3-[2-(cyclopropoxy)-3-pyridyl]pyrazolo[1,5-a]pyrimidin-5-yl]piperazine-1-carboxylate